ethyl 2-[3-(hexyloxy)-2-hydroxypropoxy]-benzoate C(CCCCC)OCC(COC1=C(C(=O)OCC)C=CC=C1)O